FC1=CC=C(C=C1)C=1N=C(SC1C#N)N(C)C1=CN(C(C2=CC=C(C=C12)N1CCN(CC1)C(C)C)=O)CCO 4-(4-fluorophenyl)-2-((2-(2-hydroxyethyl)-6-(4-isopropylpiperazin-1-yl)-1-oxo-1,2-dihydroisoquinolin-4-yl)(methyl)amino)thiazole-5-carbonitrile